C1(=CC=CC=C1)C1=CC=CC=C1 1,1-biphenyl